O=C1OC(CC2=CC=CC=C12)CC(=O)OCC1=CC=CC=C1 Benzyl 2-(1-oxoisochroman-3-yl)acetate